COC(=O)[C@H]1N(C[C@@H](C1)F)CC(C(C)Cl)=C (2S,4R)-1-(3-chloro-2-methylenebutyl)-4-fluoropyrrolidine-2-carboxylic acid methyl ester